C(C)(C)(C)OC(=O)N1C(C(C2=CC=CC=C12)(C1=CC=CC=C1)C1C(C2=CC=CC=C2C=C1)O)=O 3-(1-hydroxy-1,2-dihydronaphthalen-2-yl)-2-oxo-3-phenylindoline-1-carboxylic acid tert-butyl ester